n-amylketone oxime C(CCCC)C(CCCCC)=NO